ClC=1C=C2C(=NC=NC2=C(C1C1=CC=C(C2=C1C(=C(S2)NC(OC(C)(C)C)=O)C#N)F)F)SCC tert-butyl N-[4-(6-chloro-4-ethylsulfanyl-8-fluoro-quinazolin-7-yl)-3-cyano-7-fluoro-benzothiophen-2-yl]carbamate